FC(C1=CC=C(C=C1)C1=CC2=C(N=C3N(C2=S)CCC3)O1)(F)F 2-(4-trifluoromethylphenyl)-7,8-dihydrofuro[2,3-D]pyrrolo[1,2-a]pyrimidine-4(6H)-thione